FC=1C(=NC=NC1F)NC[C@@H]1[C@H](CNCC1)O |r| rac-(3R,4R)-4-(((5,6-difluoropyrimidin-4-yl)amino)methyl)piperidin-3-ol